methyl (3S)-3-(5-(2,6-dimethylphenyl)pyridin-3-yl)-3-(2-(4-methyl-2-oxopyridin-1(2H)-yl)pentanamido)propanoate CC1=C(C(=CC=C1)C)C=1C=C(C=NC1)[C@H](CC(=O)OC)NC(C(CCC)N1C(C=C(C=C1)C)=O)=O